COC[C@H](C)OC=1C=CC2=C(N=C(O2)C2=C3C=C(N=CC3=C(N=C2)NC)NC(=O)C2CC2)C1 (S)-N-(5-(5-((1-methoxyprop-2-yl)oxy)benzo[d]oxazol-2-yl)-8-(methylamino)-2,7-naphthyridin-3-yl)cyclopropanecarboxamide